2-[[3-(trifluoromethyl)-1-bicyclo[1.1.1]pentanyl]sulfonyl]-2,6-diazaspiro[3.3]heptane FC(C12CC(C1)(C2)S(=O)(=O)N2CC1(C2)CNC1)(F)F